ClC1=C(C[C@@H]2[C@H](OC3(O2)CCCC3)CCO)C=CC=C1 2-((2R,3R)-3-(2-chlorobenzyl)-1,4-dioxaspiro[4.4]nonan-2-yl)ethanol